FC1=CC=C(C=C1)C(=O)N1[C@@H](C=2N(CC1)C(=NC2C=2C=NC=CC2)C2=NC(=NS2)C)C R-(4-fluorophenyl)(8-methyl-3-(3-methyl-1,2,4-thiadiazol-5-yl)-1-(pyridin-3-yl)-5,6-dihydroimidazo[1,5-a]pyrazin-7(8H)-yl)methanone